(R)-3-methyl-4-oxo-octenoate CC(=CC(=O)[O-])C(CCCC)=O